ClC=1C=CC(=C(CN(C(CC2=CSC=C2)=O)C=2C=C(C=CC2)C2=CC=C(C=C2)S(=O)(=O)C(C(=O)N)C)C1)OCCC (3'-(N-(5-chloro-2-propoxybenzyl)-2-(thiophen-3-yl)acetamido)-[1,1'-biphenyl]-4-yl)sulfonyl-propionamide